methyl (E)-3-((3,3-dibutyl-7-(methylthio)-5-(4-nitrophenyl)-1,1-dioxido-2,3,4,5-tetrahydro-1,5-benzothiazepin-8-yl)oxy)acrylate C(CCC)C1(CS(C2=C(N(C1)C1=CC=C(C=C1)[N+](=O)[O-])C=C(C(=C2)O/C=C/C(=O)OC)SC)(=O)=O)CCCC